CC1=C(C(=O)N)C=CC(=C1)NC1=CC=C2CC(NC2=C1)=O methyl-4-[(2-oxoindolin-6-yl)amino]benzamide